3-chloro-4-((2S)-2-(dimethylamino)-3-(3-(5-fluoropyridin-2-yl)-3-(1-(trifluoromethyl)cyclopropyl)propanamido)propyl)-N-methylbenzamide ClC=1C=C(C(=O)NC)C=CC1C[C@@H](CNC(CC(C1(CC1)C(F)(F)F)C1=NC=C(C=C1)F)=O)N(C)C